tert-butyl (3S)-4-(6-chloro-7-(2-fluoro-6-hydroxyphenyl)-1-(2-isopropyl-4-methylpyridin-3-yl)-2-oxo-1,2-dihydropyrido[2,3-d]pyrimidin-4-yl)-3-methylpiperazine-1-carboxylate ClC1=CC2=C(N(C(N=C2N2[C@H](CN(CC2)C(=O)OC(C)(C)C)C)=O)C=2C(=NC=CC2C)C(C)C)N=C1C1=C(C=CC=C1O)F